C(#N)C=1C=CC(=C2C=CC=NC12)OC1CCC(CC1)NC(C1=CC=C(C=C1)N1CCC(CC1)CN1C(CCC1)COC=1C(=C2C(NC(C2=CC1)=O)=O)[C@H]1C(NC(CC1)=O)=O)=O N-((1r,4r)-4-((8-cyanoquinolin-5-yl)oxy)cyclohexyl)-4-(4-(((3S)-(((2,6-dioxopiperidin-3-yl)-1,3-dioxoisoindol-5-yl)oxy)methyl)pyrrolidin-1-yl)methylpiperidin-1-yl)benzamide